((4,5-dichloro-2-hydroxyphenyl)(piperidin-4-yl)methyl)-2,2,2-trifluoroacetamide ClC1=CC(=C(C=C1Cl)C(C1CCNCC1)NC(C(F)(F)F)=O)O